COCC1=C(C=CC=C1)NC=1N=CN=NC1C(=O)N 5-((2-(methoxymethyl)phenyl)amino)-1,2,4-triazine-6-carboxamide